O=C1C2(C=3C(=NC=C(C3)C3=CC=C(C=C3)S(=O)(=O)N3CCC(CC3)NC3=NC=C(C=C3)C(F)(F)F)N1CCNC(OC(C)(C)C)=O)CC2 tert-butyl (2-(2'-oxo-5'-(4-((4-((5-(trifluoromethyl)pyridin-2-yl)amino)piperidin-1-yl)sulfonyl)phenyl)spiro[cyclopropane-1,3'-pyrrolo[2,3-b]pyridin]-1'(2'H)-yl)ethyl)carbamate